C(CCCCC)C(C(=O)OCCCCCCN(CCCCCCOC(C(CCCCCCCC)CCCCCC)=O)CCC=1C=NC(=CC1)N)CCCCCCCC ((2-(6-aminopyridin-3-yl)ethyl)azanediyl)bis(hexane-6,1-diyl) bis(2-hexyldecanoate)